ClC1=CC2=C(C(NN=C2)=O)C(=N1)OC(C(F)(F)F)C 7-chloro-5-((1,1,1-trifluoropropan-2-yl)oxy)pyrido[3,4-d]pyridazin-4(3H)-one